NC1=NC=CC(=C1Cl)SC=1N=CC(=NC1)N1CCC2([C@@H](CN(C2)C2=CC=CC=C2)N)CC1 (S)-8-(5-((2-amino-3-chloropyridin-4-yl)thio)pyrazin-2-yl)-2-phenyl-2,8-diazaspiro[4.5]decan-4-amine